6-(2-(5-bromopyridin-3-yl)-2-hydroxyacetyl)-2-(1-phenylcyclopropyl)-5,6,7,8-tetrahydropyrido[4,3-d]pyrimidin-4(3H)-one BrC=1C=C(C=NC1)C(C(=O)N1CC2=C(N=C(NC2=O)C2(CC2)C2=CC=CC=C2)CC1)O